N-(chinolin-2-yl)-1H-1,2,3-triazol-4-carboxamid N1=C(C=CC2=CC=CC=C12)NC(=O)C=1N=NNC1